Benzyl (3S,6S,9aS)-6-(5-((diethoxyphosphoryl)difluoromethyl)benzo[b]thiophene-2-carboxamido)-5-oxooctahydro-1H-pyrrolo[1,2-a]azepine-3-carboxylate C(C)OP(=O)(OCC)C(C1=CC2=C(SC(=C2)C(=O)N[C@H]2CCC[C@@H]3N(C2=O)[C@@H](CC3)C(=O)OCC3=CC=CC=C3)C=C1)(F)F